O[C@H](CN1C[C@@H]2[C@](C1)(C[C@H](C2)OC2=CC=CC=C2)O)C2=CC1=C(NC(S1)=O)C=C2 6-((S)-1-hydroxy-2-((3aS,5S,6aR)-3a-hydroxy-5-phenoxyhexahydrocyclopenta[c]pyrrol-2(1H)-yl)ethyl)benzo[d]thiazol-2(3H)-one